CN(C1CC(C1)OC1=C(C=C(C=N1)NC1=NC=CC(=N1)NC=1C(=NC2=CC=CC=C2C1)C(=O)N)OC)C 3-((2-((6-((1s,3s)-3-(dimethylamino)cyclobutoxy)-5-methoxypyridin-3-yl)amino)pyrimidin-4-yl)amino)quinoline-2-carboxamide